diethyl ((6-bromo-2-(isoxazol-3-ylcarbamoyl)quinazolin-7-yl) difluoromethyl)phosphonate BrC=1C=C2C=NC(=NC2=CC1C(F)(F)P(OCC)(OCC)=O)C(NC1=NOC=C1)=O